Sulfur silicate [Si]([O-])([O-])([O-])[O-].[S+4]